(R)-N-(2-(4-cyanothiazolidin-3-yl)-2-oxoethyl)-6-(2,2-difluoroethoxy)quinoline-4-carboxamide C(#N)[C@H]1N(CSC1)C(CNC(=O)C1=CC=NC2=CC=C(C=C12)OCC(F)F)=O